2-benzyl-2,5-diazaspiro[3.4]octane C(C1=CC=CC=C1)N1CC2(C1)NCCC2